N-[(1S)-1-cyano-2-[4-(3-methyl-2-oxo-1,3-benzoxazol-5-yl)phenyl]ethyl]-6-azaspiro[3.4]octane-8-carboxamide C(#N)[C@H](CC1=CC=C(C=C1)C=1C=CC2=C(N(C(O2)=O)C)C1)NC(=O)C1CNCC12CCC2